4-(trifluoromethyl)phthalic acid FC(C=1C=C(C(C(=O)O)=CC1)C(=O)O)(F)F